5-((1-((2-(3-ethylureido)pyridin-4-yl)methyl)azetidin-3-yl)amino)-N,6-dimethylpicolinamide C(C)NC(NC1=NC=CC(=C1)CN1CC(C1)NC=1C=CC(=NC1C)C(=O)NC)=O